NC1=NC=NN2C1=CC=C2[C@H]2[C@@H]([C@@H]1OP(OC[C@]1(O2)C#N)(=O)OC2=C(C(=O)OCC)C=CC=C2)O ethyl 2-(((4aR,6S,7S,7aS)-6-(4-aminopyrrolo[2,1-f][1,2,4]triazin-7-yl)-4a-cyano-7-hydroxy-2-oxidotetrahydro-4H-furo[3,2-d][1,3,2]dioxaphosphinin-2-yl)oxy)benzoate